3-(6-chloropyridin-2-yl)-5,6-dihydroimidazo[1,2-a]pyrazine-7(8H)-carboxylate ClC1=CC=CC(=N1)C1=CN=C2N1CCN(C2)C(=O)[O-]